C1(CCC1)C[C@H](C(=O)NCCC1=CC(=C(C=C1)OC)O)NCC(OC)OC (2R)-3-cyclobutyl-2-[(2,2-dimethoxyethyl)amino]-N-[2-(3-hydroxy-4-methoxyphenyl)ethyl]propionamide